O=C1C(C(NCC1)=O)N1C(N(C2=C1C=CC=C2)C)=O 1-(dioxo-3-piperidyl)-3-methyl-2-oxo-benzimidazol